CN1N=CC(=C1C)C=1C=CC=2N(C1)N=NC2C(=O)NC=2C(=NC=C(C2)NC(CN2[C@H](CCC2)C)=O)C 6-(1,5-dimethylpyrazol-4-yl)-N-[2-methyl-5-[[2-[(2S)-2-methylpyrrolidin-1-yl]acetyl]amino]-3-pyridyl]triazolo[1,5-a]pyridine-3-carboxamide